2-(2-methoxyphenyl)-4-methylimidazo[1,5-a]pyrimidine-8-carboxylic acid sodium salt [Na+].COC1=C(C=CC=C1)C1=NC=2N(C(=C1)C)C=NC2C(=O)[O-]